N12CCC(CC1)(CC2)CNC2=NN(C(=C2)C2=CC(=C(C#N)C=C2)F)C2=C(C=C(C=C2)N2CCS(CC2)(=O)=O)OCCO 4-{3-[{{1-azabicyclo-[2.2.2]octan-4-yl}meth-yl}amino]-1-[4-(1,1-dioxo-1λ6-thiomorpholin-4-yl)-2-(2-hydroxy-ethoxy)phenyl]-1H-pyrazol-5-yl}-2-fluoro-benzonitrile